C[N+]1(CC2CCC(C1)CC2)C N,N-dimethyl-3-azoniabicyclo[3.2.2]nonane